O=C1NC(CC[C@@H]1NC(=O)C=1C2=C(SC1)C=CC=C2)=O (S)-N-(2,6-dioxopiperidin-3-yl)benzo[b]thiophene-3-carboxamide